FC1=CC=C(C(N)C(=O)OCC)C=C1 ethyl 4-fluorophenylglycinate